ClC1=C(CCN(C(CC[C@@H](CO)NC([C@H](CC2CCCCC2)NC(OCC2=CC(=CC=C2)Cl)=O)=O)=O)C)C=CC=C1 3-chlorobenzyl ((S)-1-(((S)-5-((2-chlorophenethyl) (methyl)amino)-1-hydroxy-5-oxopentan-2-yl)amino)-3-cyclohexyl-1-oxopropan-2-yl)carbamate